N-((5-chloro-6-(2-(tetrahydrofuran-2-yl)ethoxy)-1H-indol-2-yl)methyl)-1-methylcyclopropane-1-carboxamide ClC=1C=C2C=C(NC2=CC1OCCC1OCCC1)CNC(=O)C1(CC1)C